O1C=C(C=C1)S(=O)(=O)N1CC(OC(C1)C)C 4-(Furan-3-ylsulfonyl)-2,6-dimethylmorpholine